CN1C(SC(=C1)C1C=C(CCO1)B1OC(C(O1)(C)C)(C)C)=O 3-methyl-5-[4-(4,4,5,5-tetramethyl-1,3,2-dioxaborolan-2-yl)-3,6-dihydro-2H-pyran-6-yl]thiazol-2-one